BrC=1SC2=C(N1)CN(C2=O)CC2=CC=C(C=C2)OC 2-bromo-5-(4-methoxybenzyl)-4,5-dihydro-6H-pyrrolo[3,4-d]thiazol-6-one